potassium perfluoro-isopropanesulfinate FC(C(F)(F)F)(C(F)(F)F)S(=O)[O-].[K+]